C(C)OC(C1=NNC(=C1)C=1C=CC(=NC1)N1C[C@@H](CC1)F)OCC (R)-5-(3-(diethoxymethyl)-1H-pyrazol-5-yl)-2-(3-fluoropyrrolidin-1-yl)pyridine